FC=1C(=NC(=NC1)NC1=NC=C(C=C1)N1CC2(CC1)CN(CC2)C)C2=C(C=1C(N(CC3(C1S2)CCC3)C)=O)C 2'-(5-Fluoro-2-((5-(7-methyl-2,7-diazaspiro[4.4]nonan-2-yl)pyridin-2-yl)amino)pyrimidin-4-yl)-3',5'-dimethyl-5',6'-dihydro-4'H-spiro[cyclobutane-1,7'-thieno[3,2-c]pyridin]-4'-one